C(CCCCCCCCCCCCCCC(=O)NCC(=O)O)(=O)NCC(=O)O 2,2'-hexadecanediamidodiacetic acid